FC1=C(C=C(C=C1)F)C(C)N 1-(2,5-difluorophenyl)ethylamine